FC=1C=C(C=CC1C)C1=NC(=NC=C1C)C(=O)N 4-(3-fluoro-4-methylphenyl)-5-methylpyrimidine-2-carboxamide